C(CCCCCCCCCCCCC)OOCCCCCCCCCCCCCC ditetradecylperoxide